ClC1=C(C=C2C=C(N=CC2=C1)NC(=O)C1C(C1)C=1C=NC=NC1)N1CCC(CC1)(F)C#N N-[7-chloro-6-(4-cyano-4-fluoro-1-piperidyl)-3-isoquinolyl]-2-pyrimidin-5-yl-cyclopropanecarboxamide